C1(CCCCC1)P(C1=C(C(=CC=C1OC)OC)C1=C(C=C(C=C1C(C)C)C(C)C)C(C)C)C1CCCCC1 dicyclohexyl-(2',4',6'-triisopropyl-3,6-dimethoxybiphenyl-2-yl)phosphine